C1(=CC=CC=C1)C(C(=O)NC(=O)OCC)C1=CC=CC=C1 (diphenylacetyl)-urethane